(4-(3,4-Dihydroisoquinolin-2(1H)-yl)piperidin-1-yl)(6-(piperidin-4-ylamino)pyrimidin-4-yl)methanone C1N(CCC2=CC=CC=C12)C1CCN(CC1)C(=O)C1=NC=NC(=C1)NC1CCNCC1